C(C)(C)(C)C1=CC=2NC3=CC=C(C=C3OC2C=C1)C#N 2-tert-Butyl-7-cyanophenoxazine